[2-(4-cyclopropyl-6-methoxy-pyrimidin-5-yl)-4-[[5-methyl-2-(trifluoromethyl)-6,7-dihydro-5H-imidazo[2,1-a][2]benzazepin-9-yl]amino]pyrimidin-5-yl]methanol C1(CC1)C1=NC=NC(=C1C1=NC=C(C(=N1)NC=1C=CC2=C(CCC(N3C2=NC(=C3)C(F)(F)F)C)C1)CO)OC